NC1=CC=C2C(CC(C2=C1)(C1=CC=C(C=C1)N)CC)(CC)CC 6-amino-1,3,3-triethyl-1-(4-aminophenyl)-indane